C[C@@H]1O[C@@H](CN(C1)C1=CC=CC(=N1)C1=NC2=CC(=NC=C2C=C1)CC(=O)NC=1C=CC2=C(S(CC2)(=O)=O)C1)C 2-(2-(6-((cis)-2,6-dimethylmorpholino)pyridin-2-yl)-1,6-naphthyridin-7-yl)-N-(1,1-dioxido-2,3-dihydrobenzo[b]thiophen-6-yl)acetamide